2-(2-hydroxy-4-dimethylamino-5-methylphenyl)-5-methoxycarbonyl-2H-benzotriazole OC1=C(C=C(C(=C1)N(C)C)C)N1N=C2C(=N1)C=CC(=C2)C(=O)OC